OC1=C(C=C(C=C1OC)C(C)=O)OC 1-(4-hydroxy-3,5-dimethoxyphenyl)ethan-1-one